1-[({2-[(tert-butoxycarbonyl)(methyl)amino]ethoxy}carbonyl)oxy]-4-nitrobenzene C(C)(C)(C)OC(=O)N(CCOC(=O)OC1=CC=C(C=C1)[N+](=O)[O-])C